COC1=CC(=CC(=C1)C(=O)OC)OC Methyl 3,5-dimethoxy benzoate